O=NONNCCCCCCCCCCCCCCC dioxatriazaeicosen